1-(3-amino-4-morpholinyl-1H-indazole-1-carbonyl)-N-(4-chlorophenyl)cyclopropane-1-carboxamide NC1=NN(C2=CC=CC(=C12)N1CCOCC1)C(=O)C1(CC1)C(=O)NC1=CC=C(C=C1)Cl